ClC=1C(=NC(=NC1)N1C[C@H](C(CC1)(F)F)C)O |r| rac-5-chloro-2-(4,4-difluoro-3-methylpiperidin-1-yl)pyrimidin-4-ol